B([O-])([O-])OB([O-])[O-] diborate